6-[2-[[1-[2-(aminomethyl)-3,3-difluoro-allyl]-5-oxo-1,2,4-triazol-4-yl]methyl]benzothien-5-yl]-8-methyl-3,4-dihydro-1H-quinolin-2-one NCC(CN1N=CN(C1=O)CC=1SC2=C(C1)C=C(C=C2)C=2C=C1CCC(NC1=C(C2)C)=O)=C(F)F